Cl.BrC1=C(C=CC=C1)[C@H](C)N (1S)-1-(2-bromophenyl)ethylamine hydrochloride